3-(3-oxa-8-azabicyclo[3.2.1]octan-8-yl)-N-((R)-1-(3-(difluoromethyl)-2-fluorophenyl)ethyl)-2-methoxy-8-methylpyrido[2,3-d]pyridazin-5-amine C12COCC(CC1)N2C2=CC=1C(=C(N=NC1N[C@H](C)C1=C(C(=CC=C1)C(F)F)F)C)N=C2OC